P(OC1=C(C=C(C=C1C(C)(C)C)C(C)(C)C)Br)(OC1=C(C=C(C=C1C(C)(C)C)C(C)(C)C)Br)OC1=C(C=C(C=C1C(C)(C)C)C(C)(C)C)Br tris(2-bromo-4,6-di-tert-butylphenyl) phosphite